FC1=C(C=C(C(=C1)OC)[N+](=O)[O-])C 1-fluoro-5-methoxy-2-methyl-4-nitro-benzene